tert-Butyl N-[[2,3-difluoro-4-(2-hydroxyethoxy)phenyl]methyl]carbamate FC1=C(C=CC(=C1F)OCCO)CNC(OC(C)(C)C)=O